5-cyano-2-{[(E)-2-nitrovinyl]amino}benzoic acid C(#N)C=1C=CC(=C(C(=O)O)C1)N\C=C\[N+](=O)[O-]